2-tetradecyl-ethanesulfonic acid C(CCCCCCCCCCCCC)CCS(=O)(=O)O